BrC1=NC(=CC(=C1)O[C@@H]1C[C@H](C1)O[Si](C)(C)C(C)(C)C)S(=O)(=O)C 2-bromo-6-methanesulfonyl-4-[(trans)-3-[(tert-butyldimethylsilyl)oxy]cyclobutoxy]pyridine